ClC1=CC=C(CN2N=C(C3=CC=CC=C23)N)C=C1 1-(4-chlorobenzyl)-1H-indazol-3-amine